C1(CCCCC1)S(=O)(=O)O.FC(=C(F)F)F perfluoroethylene cyclohexanesulfonate